The molecule is the hydroxypolyether that is octaethylene glycol in which one of the hydroxy groups is substituted by dodecyloxy. It derives from an octaethylene glycol. CCCCCCCCCCCCOCCOCCOCCOCCOCCOCCOCCOCCO